C1(C(C1)C1=CC(=C(C=C1F)N1C(C=CC2=CC(=CC=C12)S(=O)(=O)N(C1=NOC=C1)CC1=C(C=C(C=C1)OC)OC)=O)OC)C1CC1 TRANS-(P)-1-(4-([1,1'-BI(CYCLOPROPAN)]-2-YL)-5-FLUORO-2-METHOXYPHENYL)-N-(2,4-DIMETHOXYBENZYL)-N-(ISOXAZOL-3-YL)-2-OXO-1,2-DIHYDROQUINOLINE-6-SULFONAMIDE